tert-butyl (1-(4-((2-(2,6-dioxopiperidin-3-yl)-1,3-dioxoisoindolin-4-yl)amino)-4-oxobutanoyl) piperidin-4-yl)carbamate O=C1NC(CCC1N1C(C2=CC=CC(=C2C1=O)NC(CCC(=O)N1CCC(CC1)NC(OC(C)(C)C)=O)=O)=O)=O